2,4-diisopropyl-phenol C(C)(C)C1=C(C=CC(=C1)C(C)C)O